N7-methyl-3-(tetrahydro-2H-pyran-4-yl)-2,3-dihydrobenzofuran-5,7-dicarboxamide CNC(=O)C1=CC(=CC=2C(COC21)C2CCOCC2)C(=O)N